(R)-2-(5-chloro-6-(1,1-difluoroethyl)pyridin-3-yl)-N-(1-(1-(2,2,2-trifluoroethyl)-1H-pyrazolo[3,4-c]pyridin-5-yl)ethyl)acetamide ClC=1C=C(C=NC1C(C)(F)F)CC(=O)N[C@H](C)C=1C=C2C(=CN1)N(N=C2)CC(F)(F)F